4-[6-fluoro-1-(4-fluoro-3-methoxy-phenyl)-4-hydroxy-2-isopropyl-indol-3-yl]-2-methoxy-benzoic acid FC1=CC(=C2C(=C(N(C2=C1)C1=CC(=C(C=C1)F)OC)C(C)C)C1=CC(=C(C(=O)O)C=C1)OC)O